C1(CCCC1)N(C(=O)OCC=1C(=NSC1C1=CC=C(O[C@@H]2C[C@H](CCC2)C(=O)O)C=C1)C)C |r| (+/-)-(1S,3S)-3-(4-(4-(((cyclopentyl(methyl)carbamoyl)oxy)methyl)-3-methylisothiazol-5-yl)phenoxy)cyclohexane-1-carboxylic acid